(4aR,8aS)-6-[3-[4-[1-(2-Fluoroethyl)pyrazol-4-yl]phenyl]azetidine-1-carbonyl]-4,4a,5,7,8,8a-hexahydropyrido[4,3-b][1,4]oxazin-3-one FCCN1N=CC(=C1)C1=CC=C(C=C1)C1CN(C1)C(=O)N1C[C@@H]2[C@@H](OCC(N2)=O)CC1